5-methyl-11-(2-nitrophenyl)-5H-dibenzo[b,e][1,4]diazepine CN1C2=C(N=C(C3=C1C=CC=C3)C3=C(C=CC=C3)[N+](=O)[O-])C=CC=C2